5-amino-6-(5-chloro-1-tetrahydropyran-2-yl-indazol-4-yl)-2-phenyl-pyrimidine-4-carboxylic acid ethyl ester C(C)OC(=O)C1=NC(=NC(=C1N)C1=C2C=NN(C2=CC=C1Cl)C1OCCCC1)C1=CC=CC=C1